FC1=NC=CC(=C1C1CCC(CC1)C1=CC=2C(=NC(=CN2)C)N(C1=O)CC1=NC=CC=C1C(F)(F)F)C 7-((1s,4s)-4-(2-fluoro-4-methylpyridin-3-yl)cyclohexyl)-3-methyl-5-((3-(trifluoromethyl)pyridin-2-yl)methyl)pyrido[2,3-b]pyrazin-6(5H)-one